C(C)(C)(C)OC(=O)N1C[C@H]([C@@H](CC1)NC1=CC=C2C(=NN(C2=C1)C)C1(C(NC(CC1)=O)=O)C)C (3R,4R)-3-methyl-4-((1-methyl-3-(3-methyl-2,6-dioxopiperidin-3-yl)-1H-indazol-6-yl)amino)piperidine-1-carboxylic acid tert-butyl ester